4-(4-fluorophenyl)-2-(((E)-(9-methyl-beta-carbolin-3-yl)methylene)hydrazino)-2,3-dihydrothiazole FC1=CC=C(C=C1)C=1NC(SC1)N/N=C/C=1N=CC=2N(C3=CC=CC=C3C2C1)C